6-(3,4-dichloro-phenyl)-4-(N,N-dimethylaminoethylsulfanyl)-2-phenyl-pyrimidine ClC=1C=C(C=CC1Cl)C1=CC(=NC(=N1)C1=CC=CC=C1)SCCN(C)C